methyl-2-((trimethylsilyl)ethynyl)-1H-benzo[d]imidazole CN1C(=NC2=C1C=CC=C2)C#C[Si](C)(C)C